N,6-dimethyl-5-(4-((2-(2-oxopropanamido)thiazol-4-yl)methyl)piperazin-1-yl)picolinamide CNC(C1=NC(=C(C=C1)N1CCN(CC1)CC=1N=C(SC1)NC(C(C)=O)=O)C)=O